ethyl 5-((propionyloxy)methyl)furan-2-carboxylate C(CC)(=O)OCC1=CC=C(O1)C(=O)OCC